(E)-4,6-dimethoxy-7-(1-methyl-1,2,3,6-tetrahydropyridin-4-yl)-2-(2-methylbenzylidene)benzofuran-3(2H)-one COC1=CC(=C(C2=C1C(\C(\O2)=C/C2=C(C=CC=C2)C)=O)C=2CCN(CC2)C)OC